N1=C(NC2=NC=CC=C21)N[C@@H]2C[C@H](CC2)NC2=CC=C(C=N2)N2C=NC=CC2=O 3-(6-(((1S,3S)-3-((3H-Imidazo[4,5-b]pyridin-2-yl)amino)cyclopentyl)amino)pyridin-3-yl)pyrimidin-4(3H)-one